1-(6-spiro[2H-benzofuran-3,1'-cyclopropane]-4-yloxy-3-pyridyl)-3H-imidazo[4,5-b]pyridin-2-one C12(CC1)COC1=C2C(=CC=C1)OC1=CC=C(C=N1)N1C(NC2=NC=CC=C21)=O